C(CCCCCC)OC(CCCCCCCCC\C=C/C=C)OCCCCCCC (3Z)-14,14-diheptoxy-1,3-tetradecadiene